ClC=1C=C(C=CC1F)C(C=1NC(=C(N1)S(=O)(=O)C)C)OC1CCC(CC1)C(F)F 2-[(3-chloro-4-fluorophenyl)-[4-(difluoromethyl)cyclohexyl]oxymethyl]-5-methyl-4-methyl-sulfonyl-1H-imidazole